C(C)(C)(C)OC(NC=1NC(=CN1)C1=C(C=CC(=C1)N)F)=O (5-(5-amino-2-fluorophenyl)-1H-imidazol-2-yl)carbamic acid tert-butyl ester